3''-chloro-4''-((3,5-difluoropyridine-2-yl)methoxy)-3-(2-hydroxypropane-2-yl)-4,5',6''-trimethyl-2H,2''H-[1,2':4',1''-terpyridine] ClC=1CN(C(=CC1OCC1=NC=C(C=C1F)F)C)C1=CC(=NC=C1C)N1CC(=C(C=C1)C)C(C)(C)O